NC1=NC(=NC(=C1N(C(OC)=O)C)N)C1=NN(C2=NC=CC=C21)CC2=CC=CC=C2 methyl (4,6-diamino-2-(1-benzyl-1H-pyrazolo[3,4-b]pyridin-3-yl)pyrimidin-5-yl)(methyl)carbamate